n-hexylammonium bromide [Br-].C(CCCCC)[NH3+]